tert-butyl N-[2-[3-[[5-[(3-hydroxy-2,6-dimethyl-phenyl)carbamoyl]thiazol-2-yl]amino]pyrazol-1-yl]ethyl]carbamate OC=1C(=C(C(=CC1)C)NC(=O)C1=CN=C(S1)NC1=NN(C=C1)CCNC(OC(C)(C)C)=O)C